methyl E-2-[2-[3-(3-cyanophenoxy) phenoxy] phenyl]-3-methoxyacrylate C(#N)C=1C=C(OC=2C=C(OC3=C(C=CC=C3)/C(/C(=O)OC)=C\OC)C=CC2)C=CC1